CN1N=C(C=C1)CN 1-(1-methyl-1H-pyrazol-3-yl)methylamine